N1=CC(=CC=C1)CC1N2CC(C(C1C=1N=NC(=CC1)C=1NC=CC1)CC2)=O trans-2-(3-pyridylmethyl)-3-[6-(1H-pyrrol-2-yl)pyridazin-3-yl]oxoquinuclidine